methyl N-[4-methyl-5-({4-[(2S)-2-({8-[2-(4-methylpiperazin-1-yl)pyridin-4-yl]quinazolin-4-yl} amino)propyl]piperazin-1-yl} sulfonyl)-1,3-thiazol-2-yl]carbamate CC=1N=C(SC1S(=O)(=O)N1CCN(CC1)C[C@H](C)NC1=NC=NC2=C(C=CC=C12)C1=CC(=NC=C1)N1CCN(CC1)C)NC(OC)=O